1-ethyl-1-((S)-2,2,2-trifluoro-1-(5-methoxy-4-(8-methoxy-2-methylimidazo[1,2-a]pyrazin-6-yl)pyridin-2-yl)ethyl)-3-((E)-6,6,6-trifluorohex-4-en-3-yl)urea C(C)N(C(=O)NC(CC)\C=C\C(F)(F)F)[C@H](C(F)(F)F)C1=NC=C(C(=C1)C=1N=C(C=2N(C1)C=C(N2)C)OC)OC